(chloromethyl)-3-methoxymethylsulfonylbenzene ClCC1=CC(=CC=C1)S(=O)(=O)COC